ClC=1C=NC=2N(C1)N=CC2C(=O)NC2=CC1=CN(N=C1C=C2C(C)(C)O[Si](C)(C)C)C2CCNCC2 6-chloro-N-(2-(piperidin-4-yl)-6-(2-((trimethylsilyl)oxy)propan-2-yl)-2H-indazol-5-yl)pyrazolo[1,5-a]pyrimidine-3-carboxamide